C(OCCCl)(ON1C(CCC1=O)=O)=O 2-chloroethyl (2,5-dioxopyrrolidin-1-yl) carbonate